The molecule is a primary alcohol that is pentanol substituted by a methyl group at position 3. It has a role as a plant metabolite. CCC(C)CCO